N1(N=CC=C1)CCC(=O)Cl 3-(1H-pyrazol-1-yl)propionyl chloride